magnesium-neodymium-silver-zinc-dysprosium [Dy].[Zn].[Ag].[Nd].[Mg]